C(N)(=O)C=1C=CC(=C2C=CNC12)C=1CN(CCC1)C(=O)OC(C)(C)C tert-Butyl 3-(7-carbamoyl-1H-indol-4-yl)-5,6-dihydropyridine-1(2H)-carboxylate